N1=NC=CC2=CC(=CC=C12)C1=CN=C(S1)NC(C1=C(N=CC=C1)C)=O N-(5-(cinnolin-6-yl)thiazol-2-yl)-2-methylnicotinamide